methyl 4-(methylsulfonyloxy)-1H-indole-2-carboxylate CS(=O)(=O)OC1=C2C=C(NC2=CC=C1)C(=O)OC